2-((6-fluoro-2-methylpyridin-3-yl)oxy)-4-methyl-N-(3-((R)-S-methyl-N-((S)-tetrahydrofuran-3-carbonyl)sulfonimidoyl)phenyl)-5-(trifluoromethyl)nicotinamide FC1=CC=C(C(=N1)C)OC1=C(C(=O)NC2=CC(=CC=C2)[S@@](=O)(=NC(=O)[C@@H]2COCC2)C)C(=C(C=N1)C(F)(F)F)C